(R)-N-((1R,2R)-1-(4-cyclopropoxy-3-fluorophenyl)-1-hydroxy-3-(pyrrolidin-1-yl)propan-2-yl)-1-(4-fluorophenyl)pyrrolidine-3-carboxamide C1(CC1)OC1=C(C=C(C=C1)[C@H]([C@@H](CN1CCCC1)NC(=O)[C@H]1CN(CC1)C1=CC=C(C=C1)F)O)F